2-methyl-4-(1H-1,2,3-triazol-5-yl)piperidine HCl Cl.CC1NCCC(C1)C1=CN=NN1